[C@H]1(CC[C@H](CC1)C(C)(C)O)C trans-p-menthan-8-ol